ClC1=CC=C(OCC(=O)NC2CCC(CC2)NC(COC2=CC=C(C=C2)Cl)=O)C=C1 2-(4-chlorophenoxy)-N-[4-[[2-(4-chlorophenoxy)acetyl]amino]cyclohexyl]acetamide